(S)-ethyl 2-(3-(4-((((9H-fluoren-9-yl)methoxy)carbonyl)amino)phenyl)-2-((tert-butoxycarbonyl)amino)propanamido)-2-methylpropanoate C1=CC=CC=2C3=CC=CC=C3C(C12)COC(=O)NC1=CC=C(C=C1)C[C@@H](C(=O)NC(C(=O)OCC)(C)C)NC(=O)OC(C)(C)C